C(CCCCCCC\C=C/CCCCCCCC)(=O)OC[C@@H](OO)COP(=O)(O)OC[C@H](N)C(=O)O 1-oleoyl-2-hydroxy-sn-glycero-3-phospho-L-serine